N-[[(2S)-1-[[2,6-Dimethoxy-4-(2-Methyl-1-Oxo-2,7-Naphthyridin-4-Yl)Phenyl]Methyl]Azetidin-2-Yl]Methyl]-2,2,2-Trifluoro-N-Methylacetamide COC1=C(C(=CC(=C1)C1=CN(C(C2=CN=CC=C12)=O)C)OC)CN1[C@@H](CC1)CN(C(C(F)(F)F)=O)C